2-(2-(2-amino-4-methylthiazol-5-yl)ethyl)isoindole-1,3(2H)-dione NC=1SC(=C(N1)C)CCN1C(C2=CC=CC=C2C1=O)=O